ClCCNC(=O)NC1=CC=C(C=C1)C(C)C 1-(2-chloroethyl)-3-(4-isopropylphenyl)urea